FC(OC1=CC=C(C=N1)CC1CCC2(CN(C2)C(=O)N2C[C@H](CC2)C2=NC=NN2)CC1)F [7-[[6-(difluoromethoxy)-3-pyridinyl]methyl]-2-azaspiro[3.5]nonan-2-yl]-[(3S)-3-(1H-1,2,4-triazol-5-yl)pyrrolidin-1-yl]methanone